C(#N)C1=CC=C(CP(OC)(OC)=O)C=C1 dimethyl (4-cyanobenzyl)phosphonate